N1=CC(=CC=C1)CCC(=O)O 3-(pyridin-3-yl)propionic acid